3-Chloropropylmethyldipropoxysilan ClCCC[Si](OCCC)(OCCC)C